O.N[C@@H](CC(O)=O)C(=O)N[C@H](C)C(=O)NC1C(SC1(C)C)(C)C L-alpha-aspartyl-N-(2,2,4,4-tetramethyl-3-thietanyl)-D-alaninamide hydrate